Dibenz[b,f]azocinesuccinamic acid C1(=CC=CC2=NC=C3C(=CC=C21)C=CC=C3)C(CC(=O)O)C(=O)N